Butyl 2-(((5Z,8Z,11Z,14Z,17Z)-icosa-5,8,11,14,17-pentaen-1-yl)oxy)butanoate C(CCC\C=C/C\C=C/C\C=C/C\C=C/C\C=C/CC)OC(C(=O)OCCCC)CC